C(C1=CC=CC=C1)N(CCC(=O)O)C=1SC(=C(N1)C1=CC(=C(C=C1)Cl)Cl)C=C 3-(benzyl-(4-(3,4-dichlorophenyl)-5-vinylthiazol-2-yl)amino)propionic acid